ClC=1C(=NC=C(C1)C(F)(F)F)N1C(OC2=C1C=CC(=C2)O)=O (3-chloro-5-(trifluoromethyl)pyridin-2-yl)-6-hydroxy-benzooxazol-2(3H)-one